1-(difluoro(2-(trifluoromethyl)phenyl)methyl)-4-((3-fluoro-6-((5-methyl-1H-pyrazol-3-yl)amino)pyridin-2-yl)methyl)piperidine-4-carboxylic acid FC(N1CCC(CC1)(C(=O)O)CC1=NC(=CC=C1F)NC1=NNC(=C1)C)(C1=C(C=CC=C1)C(F)(F)F)F